C(#C)C=1C=C(CN2CC=3C(N(C=4N(C3CC2)CCN4)CC4=CC=C(C=C4)C(F)(F)F)=O)C=CC1 7-(3-ethynylbenzyl)-4-(4-(trifluoromethyl)benzyl)-1,2,6,7,8,9-hexahydroimidazo[1,2-a]pyrido[3,4-e]pyrimidin-5(4H)-one